2-(3-methoxymethoxy-naphthalen-1-yl)-4,4,5,5-tetramethyl-[1,3,2]dioxaborolane COCOC=1C=C(C2=CC=CC=C2C1)B1OC(C(O1)(C)C)(C)C